2-isopropyl-1-vinylcyclohexyl acetate C(C)(=O)OC1(C(CCCC1)C(C)C)C=C